1,6-Bis(p-methylphenyl)perfluorohexane CC1=CC=C(C=C1)C(C(C(C(C(C(C1=CC=C(C=C1)C)(F)F)(F)F)(F)F)(F)F)(F)F)(F)F